O[C@@H]1CN(CC1)CCNC=1C=C2CN3[C@@H](C2=CC1)CN(C[C@H]3C)C3=C1C=CC=NC1=C(C=C3)C#N 5-[(4R,10bS)-8-[2-[(3S)-3-hydroxypyrrolidin-1-yl]ethylamino]-4-methyl-3,4,6,10b-tetrahydro-1H-pyrazino[2,1-a]isoindol-2-yl]quinoline-8-carbonitrile